[(3-chlorophenyl)methyl]-4-(2-fluoro-3-pyridyl)aniline ClC=1C=C(C=CC1)CNC1=CC=C(C=C1)C=1C(=NC=CC1)F